ClC=1C=C(C=C(C1CC=1OC(N(N1)C(C)C)=O)Cl)N1N=C(C(NC1=O)=O)C(F)F 2-(3,5-dichloro-4-((4-isopropyl-5-oxo-4,5-dihydro-1,3,4-oxadiazol-2-yl)methyl)phenyl)-6-(difluoromethyl)-1,2,4-triazine-3,5(2H,4H)-dione